ClC1=CNC2=NC=C(C=C21)CC(=O)OC(C)(C)C tert-butyl 2-(3-chloro-1H-pyrrolo[2,3-b]pyridin-5-yl)acetate